2-{(3bR,4aR)-3-[3-(difluoromethyl)pyrrolidine-1-carbonyl]-3b,4,4a,5-tetrahydro-1H-cyclopropa[3,4]cyclopenta[1,2-c]pyrazol-1-yl}-1-[4-(2,3-dimethylphenyl)piperazin-1-yl]ethan-1-one FC(C1CN(CC1)C(=O)C=1C2=C(N(N1)CC(=O)N1CCN(CC1)C1=C(C(=CC=C1)C)C)C[C@@H]1[C@H]2C1)F